6-(bromomethyl)quinoxaline Tert-butyl-9-((4-(6-amino-8-oxo-7-(4-phenoxyphenyl)-7,8-dihydro-9H-purin-9-yl)piperidin-1-yl)methyl)-3-azaspiro[5.5]undecane-3-carboxylate C(C)(C)(C)OC(=O)N1CCC2(CC1)CCC(CC2)CN2CCC(CC2)N2C1=NC=NC(=C1N(C2=O)C2=CC=C(C=C2)OC2=CC=CC=C2)N.BrCC=2C=C1N=CC=NC1=CC2